C1(=CC=C(C=C1)C1=NC2=C(C(O1)=O)C=CC=C2)C2=NC1=C(C(O2)=O)C=CC=C1 2,2'-(1,4-phenylene)bis[4H-3,1-benzoxazine-4-on]